FC1([C@](CN(CC1)C1CC1)(C)CO)F (S)-(4,4-difluoro-1-cyclopropyl-3-methylpiperidin-3-yl)methanol